C1(=CC=CC=C1)N(S(=O)(=O)C=1SC=CC1)CC=1SC=CC1 N-phenyl-N-(2-thienylmethyl)thiophene-2-sulfonamide